C(C1=CC=CC=C1)OC1=C(N2C(C3=CC(=CC=C13)OC1=CC=CC=C1)=NC=N2)C(=O)NCC(=O)OCC ethyl (6-(benzyloxy)-9-phenoxy-[1,2,4]triazolo[5,1-a]isoquinoline-5-carbonyl)glycinate